7-Fluoro-5-methoxy-1H-indole-2-carboxylic acid ethyl ester C(C)OC(=O)C=1NC2=C(C=C(C=C2C1)OC)F